N1N=CC(=C1)C1=CC=C(CN(C(=O)[C@H]2CN(CCC2)C=2C=C(OC(C(=O)N3CCN(CC3)C(=O)OC(C)(C)C)(C)C)C=C(C2)C#N)C2CC2)C=C1 tert-butyl (R)-4-(2-(3-(3-((4-(1H-pyrazol-4-yl)benzyl)(cyclopropyl)carbamoyl) piperidin-1-yl)-5-cyanophenoxy)-2-methylpropanoyl)piperazine-1-carboxylate